C(C)(=O)NC=1C(=CC(=C(C1)C1=CC(=C(C=C1)F)Cl)C(F)(F)F)C(=O)OC Methyl 5-acetamido-3'-chloro-4'-fluoro-2-(trifluoromethyl)-[1,1'-biphenyl]-4-carboxylate